CC=1C(=C(C(=C(C1OC)C)C)OC)OC 3,5,6-trimethyl-1,2,4-trimethoxybenzene